C1(CC1)C1=C(C(=NO1)C1=C(C=CC=C1Cl)Cl)CO[C@H]1[C@@H]2CN([C@H](C1)C2)C2=C(C(=C(C(=O)O)C=C2)F)F 4-((1S,4S,5R)-5-((5-cyclopropyl-3-(2,6-dichlorophenyl)isoxazol-4-yl)methoxy)-2-azabicyclo[2.2.1]heptan-2-yl)-2,3-difluorobenzoic acid